CC1=C(C(=CC=C1)C)N1C=NC2=C1C1=C(OC2=O)C=CC=C1 1-(2,6-dimethyl-phenyl)-[1]benzopyrano[3,4-d]imidazol-4(1H)-one